4-((1-methyl-9-(1,2,3,6-tetrahydropyridin-4-yl)-6,7-dihydro-5H-benzo[c][1,2,3]triazolo[1,5-a]azepin-7-yl)amino)benzonitrile 2,2,2-trifluoroacetate FC(C(=O)O)(F)F.CC=1N=NN2C1C1=C(C(CC2)NC2=CC=C(C#N)C=C2)C=C(C=C1)C=1CCNCC1